CN1C(=NNC1=O)SC 4-methyl-3-methylthio-1H-1,2,4-triazol-5-one